3-[(3R)-3-[1-[4-[[(1R)-1-(2,4-dichlorophenyl)ethyl]amino]-5-(1-hydroxyethyl)pyrimidin-2-yl]azetidin-3-yl]-1-piperidyl]-1-methyl-cyclobutanecarboxylic acid ClC1=C(C=CC(=C1)Cl)[C@@H](C)NC1=NC(=NC=C1C(C)O)N1CC(C1)[C@@H]1CN(CCC1)C1CC(C1)(C(=O)O)C